N6-((pent-4-yn-1-yloxy)carbonyl)-lysine C(CCC#C)OC(=O)NCCCC[C@H](N)C(=O)O